BrC=1C=C2C(=NC1C1=C(C=CC=C1)Cl)N(CS2)C(=O)C2(CC(=NO2)Cl)C [6-bromo-5-(2-chlorophenyl)[1,3]thiazolo[4,5-b]pyridin-3(2H)-yl](3-chloro-5-methyl-4,5-dihydro-1,2-oxazol-5-yl)methanone